3-(8,8-difluoro-7-hydroxy-5-iodobicyclo[4.2.0]oct-1,3,5-triene-2-enyloxy)-5-chlorobenzyl cyanide FC1(C(C2=C(C(=C=C=C12)OC=1C=C(CC#N)C=C(C1)Cl)I)O)F